alpha-n-hexylamino-17beta-(1-hydroxy-1-methyl-ethyl)androsta-5-en-3beta-ol C(CCCCC)NC[C@@]12[C@H](CC[C@H]1[C@@H]1CC=C3C[C@H](CC[C@]3(C)[C@H]1CC2)O)C(C)(C)O